C1(CC1)CN1CCC2(C[C@@H]2C(=O)N[C@@H](CCCCCC(CC)=O)C=2NC(=CN2)C2=CC3=CN(N=C3C=C2)C)CC1 (S)-6-(cyclopropylmethyl)-N-((S)-1-(5-(2-methyl-2H-indazol-5-yl)-1H-imidazol-2-yl)-7-oxononyl)-6-azaspiro[2.5]octane-1-carboxamide